C(\C=C/CCCCCC)OC(CCCCCCCC(CCCCCCCC(=O)OC\C=C/CCCCCC)OC(CCCN(C)C)=O)=O di((Z)-non-2-en-1-yl)-9-((4-(dimethylamino)butanoyl)oxy)heptadecanedioate